ClC1=C2C=C(C=NC2=C(C(=C1)[N+](=O)[O-])OC)CN1CCCCC1 5-chloro-8-methoxy-7-nitro-3-(piperidine-1-ylmethyl)quinoline